2,4,6-tris(p-carboxyphenyl)amino-1,3,5-triazine iron [Fe].C(=O)(O)C1=CC=C(C=C1)NC1=NC(=NC(=N1)NC1=CC=C(C=C1)C(=O)O)NC1=CC=C(C=C1)C(=O)O